3-(2-(diisopropylamino)-2-oxoethyl)-5-methoxy-1H-indole-1-carboxylic acid tert-butyl ester C(C)(C)(C)OC(=O)N1C=C(C2=CC(=CC=C12)OC)CC(=O)N(C(C)C)C(C)C